OC[C@@H]1CC[C@H](CO1)NC1=C2C(=NC=C1C(=O)N)NC=C2C(C2=C(C=C(C=C2)OC2=CC=CC=C2)C)=O 4-(((3R,6S)-6-(hydroxymethyl)tetrahydro-2H-pyran-3-yl)amino)-3-(2-methyl-4-phenoxybenzoyl)-1H-pyrrolo[2,3-b]pyridine-5-carboxamide